(R)-1-(5-(methylsulfonyl)nicotinoyl)-N-(4-(3-(pyridin-4-yl)phenyl)thiazol-2-yl)azetidine-2-carboxamide CS(=O)(=O)C=1C=NC=C(C(=O)N2[C@H](CC2)C(=O)NC=2SC=C(N2)C2=CC(=CC=C2)C2=CC=NC=C2)C1